C(OC(C)(C)C)(OCN(C1(CC1)C#N)C(C1=C(C=CC(=C1)C=1C=NN(C1)C1=C(C=C(C=C1OC(F)(F)F)C(C(F)(F)F)(C(F)(F)F)F)Cl)Cl)=O)=O tert-butyl [(2-chloro-5-{1-[2-chloro-4-(1,1,1,2,3,3,3-heptafluoropropan-2-yl)-6-(trifluoromethoxy)phenyl]-1H-pyrazol-4-yl}benzoyl)(1-cyanocyclopropyl)amino]methyl carbonate